CC(=CC=CC(C)=O)C 6-methylheptadien-2-one